CN1N=CC(=C1)B(O)O (1-Methyl-1H-pyrazol-4-yl)boronic acid